tert-butyl 9-[4-[(2,6-dioxo-3-piperidyl)amino]phenyl]-3,9-diazaspiro[5.5]undecane-3-carboxylate O=C1NC(CCC1NC1=CC=C(C=C1)N1CCC2(CCN(CC2)C(=O)OC(C)(C)C)CC1)=O